tert-butyl 4-cyano-4-(4-methylbenzyl)piperidine-1-carboxylate C(#N)C1(CCN(CC1)C(=O)OC(C)(C)C)CC1=CC=C(C=C1)C